sinapoylglutamic acid C(\C=C\C1=CC(OC)=C(O)C(OC)=C1)(=O)N[C@@H](CCC(=O)O)C(=O)O